C(C)(C)(C)N1CC(C(CC1)(CC)CC)=O 1-(tert-Butyl)4-ethyl-4-ethyl-3-oxopiperidine